C1=CC=CC=2C3=CC=CC=C3C(C12)COC(=O)N[C@H](C(=O)O)CC1=CC=CC=C1 (2S)-2-(9H-fluoren-9-ylmethoxycarbonylamino)-3-phenylpropanoic acid